CC1(OB(OC1(C)C)/C=C/C1CN(C1)C(=O)OC(C)(C)C)C (E)-tert-butyl 3-(2-(4,4,5,5-tetramethyl-1,3,2-dioxaborolan-2-yl)vinyl)azetidine-1-carboxylate